1-(acetoxymethyl)-4-hydroxy-7-phenoxyisoquinoline C(C)(=O)OCC1=NC=C(C2=CC=C(C=C12)OC1=CC=CC=C1)O